2-(2-(2-(4-(2,6-dioxopiperidin-3-yl)phenoxy)ethoxy)ethoxy)ethyl 4-methylbenzenesulfonate CC1=CC=C(C=C1)S(=O)(=O)OCCOCCOCCOC1=CC=C(C=C1)C1C(NC(CC1)=O)=O